C(C)OC(=O)C=1C(=NN(C1)C)C(Cl)(F)F 3-(difluorochloromethyl)-1-methyl-1H-pyrazole-4-carboxylic acid ethyl ester